ClC1=CC=C(C=C1)[C@H]1N(C2=CC=CC=C2[C@H](C12C(=NN(C2=O)C2=CC=CC=C2)C)C=C)S(=O)(=O)C2=CC=C(C)C=C2 (2'R,4'R)-2'-(4-chlorophenyl)-3-methyl-1-phenyl-1'-tosyl-4'-vinyl-1',4'-dihydro-2'H-spiro[pyrazole-4,3'-quinoline]-5(1H)-one